7-fluoro-5-methyl-2-(pyrrolidin-1-ylsulfonyl)-4-(4,4,5,5-tetramethyl-1,3,2-dioxaborolan-2-yl)-1H-indole FC=1C=C(C(=C2C=C(NC12)S(=O)(=O)N1CCCC1)B1OC(C(O1)(C)C)(C)C)C